N1(CCCC1)CCN 2-(pyrrolidin-1-yl)ethylamine